OC1(CCCCC1)CNC(=O)C1CCN(CC1)C1=NC(=NO1)C1=CC=C(C=C1)OC N-((1-hydroxycyclohexyl)methyl)-1-(3-(4-methoxyphenyl)-1,2,4-oxadiazol-5-yl)piperidine-4-carboxamide